C(C(=C)C)(=O)OC[Si](OCC)(OCC)C Methacryloxymethyl-methyldiethoxysilan